2,4-difluoro-6-(iminodimethoxyphosphoryl)-1,3,5-triazine FC1=NC(=NC(=N1)F)P(=O)(OC=N)OC